3-(5-(1-(5-(4-(((R)-1-(3-(difluoromethyl)-2-methylphenyl)ethyl)amino)-2-methylpyrido[3,4-d]pyrimidin-6-yl)-2-fluorobenzyl)piperidin-4-yl)-1-oxoisoindolin-2-yl)-piperidine-2,6-dione FC(C=1C(=C(C=CC1)[C@@H](C)NC=1C2=C(N=C(N1)C)C=NC(=C2)C=2C=CC(=C(CN1CCC(CC1)C=1C=C3CN(C(C3=CC1)=O)C1C(NC(CC1)=O)=O)C2)F)C)F